O1CC(CC(C1)=O)=O oxacyclohexane-3,5-dione